Methyl (2R)-3-(4-{[(tert-butoxy)carbonyl]amino}phenyl)-2-propanamidopropanoate C(C)(C)(C)OC(=O)NC1=CC=C(C=C1)C[C@H](C(=O)OC)NC(CC)=O